4-(5-bromopyridin-2-yl)-1H-imidazole-5-carboxylic acid ethyl ester C(C)OC(=O)C1=C(N=CN1)C1=NC=C(C=C1)Br